(2r,3aR,5s,6aS)-N2-(5-chloro-4-(5-cyano-2,2-dimethyl-2,3-dihydro-1H-pyrrolizin-7-yl)pyridin-2-yl)-N5-methyl-octahydropentalene-2,5-dicarboxamide ClC=1C(=CC(=NC1)NC(=O)C1C[C@@H]2CC(C[C@@H]2C1)C(=O)NC)C=1C=C(N2CC(CC12)(C)C)C#N